9,9-bis[4-(2-amino-5-methylphenoxy)phenyl]fluorene NC1=C(OC2=CC=C(C=C2)C2(C3=CC=CC=C3C=3C=CC=CC23)C2=CC=C(C=C2)OC2=C(C=CC(=C2)C)N)C=C(C=C1)C